2-Bromopyridine-4-carbonitrile BrC1=NC=CC(=C1)C#N